1-(2-bromo-4-chlorophenyl)pyrazol-4-amine BrC1=C(C=CC(=C1)Cl)N1N=CC(=C1)N